4-((3-(4-(((3S,4R)-3-fluoro-1-methylpiperidin-4-yl)amino)-1-(2,2,2-trifluoroethyl)-1H-indol-2-yl)prop-2-yn-1-yl)amino)-3-methoxybenzoic acid F[C@H]1CN(CC[C@H]1NC1=C2C=C(N(C2=CC=C1)CC(F)(F)F)C#CCNC1=C(C=C(C(=O)O)C=C1)OC)C